ClC1=C(N(C(C2=C(C=CC=C12)C1=CC(=NC=C1)OC)=O)C1=CC=CC=C1)[C@H](C)NC=1C2=C(N=CN1)N(C=CC2=O)C2=CC(=NC=C2)OC (S)-4-((1-(4-chloro-8-(2-methoxypyridin-4-yl)-1-oxo-2-phenyl-1,2-dihydroisoquinolin-3-yl)ethyl)amino)-8-(2-methoxypyridin-4-yl)pyrido[2,3-d]pyrimidin-5(8H)-one